C(C)(=O)OCCCCCCCC\C=C/C\C=C\C (9z,12e)-9,12-tetradecadien-1-ol acetate